tert-Butyl 3-(2-(6-(((R)-1-(3-(difluoromethyl)-2-fluorophenyl)ethyl)amino)-5-(1,3-dioxolan-2-yl)-2-methylpyrimidin-4-yl)acetamido)-3-methylpyrrolidine-1-carboxylate FC(C=1C(=C(C=CC1)[C@@H](C)NC1=C(C(=NC(=N1)C)CC(=O)NC1(CN(CC1)C(=O)OC(C)(C)C)C)C1OCCO1)F)F